N-(4-Bromo-7-(4-(1,1-difluoroethyl)phenyl)-2,3-dihydrobenzofuran-5-yl)acetamide BrC1=C(C=C(C2=C1CCO2)C2=CC=C(C=C2)C(C)(F)F)NC(C)=O